O=C1C=2N=CC(NC2CCC1)OCCCC(=O)O 4-((5-Oxo-5,6,1,8-tetrahydroquinoxalin-2-yl)oxy)butanoic acid